benzyl (2-{[α-D-mannopyranosyl-(1→3)-[α-D-mannopyranosyl-(1→6)]-4-O-benzyl-β-D-glucopyranosyl]oxy}ethyl)carbamate [C@H]1([C@@H](O)[C@@H](O)[C@H](O)[C@H](O1)CO)O[C@@H]1[C@H]([C@@H](O[C@@H]([C@H]1OCC1=CC=CC=C1)CO[C@@H]1[C@@H](O)[C@@H](O)[C@H](O)[C@H](O1)CO)OCCNC(OCC1=CC=CC=C1)=O)O